CC(CCCCC=C)=CC 7-methyl-1,7-nonadiene